(S)-5-hydroxy-2-methyl-3,4-dihydroquinoline-1(2H)-carboxylic acid methyl ester COC(=O)N1[C@H](CCC2=C(C=CC=C12)O)C